ClC1(C(C1)CS(=O)(=O)N(CC1=CC=C(C=C1)C1=NOC(=N1)C(F)(F)F)CCC)Cl 1-(2,2-dichlorocyclopropyl)-N-propyl-N-[[4-[5-(trifluoromethyl)-1,2,4-oxadiazol-3-yl]phenyl]methyl]methanesulfonamide